FC(C1=NC(=NC(=C1)C(F)(F)F)N1[C@H](C=2NC3=CC=C(C=C3C2CC1)OC)C[C@H]1COCCC1)(F)F (1S)-2-[4,6-bis(trifluoromethyl)pyrimidin-2-yl]-6-methoxy-1-{[(3S)-oxan-3-yl]methyl}-2,3,4,9-tetrahydro-1H-pyrido[3,4-b]indole